ClC1=C(COC=2C(=NC=C(C2)C=2SC=C(C2)C)N)C(=CC=C1)Cl 3-(2,6-dichloro-benzyloxy)-5-(4-methyl-thiophen-2-yl)-pyridin-2-ylamine